N4-(5-bromo-2-methoxyphenyl)-7-(2-methoxyethoxy)-N6-(piperidin-4-yl)quinazolin-4,6-diamine BrC=1C=CC(=C(C1)NC1=NC=NC2=CC(=C(C=C12)NC1CCNCC1)OCCOC)OC